2-(2-((2S,6S)-2,6-dimethyl-1-(1-(6-methylpyridin-3-yl)ethyl)-4-(pyridin-2-yl)piperidin-4-yl)ethyl)-5-fluoropyridine C[C@@H]1N([C@H](CC(C1)(C1=NC=CC=C1)CCC1=NC=C(C=C1)F)C)C(C)C=1C=NC(=CC1)C